N-(3-hydroxy-3-methylbutyl)-8-(isopropylamino)-2-(pyridin-4-yl)imidazo[1,2-b]pyridazine-7-carboxamide OC(CCNC(=O)C1=C(C=2N(N=C1)C=C(N2)C2=CC=NC=C2)NC(C)C)(C)C